5-nitro-2-((tetrahydro-2H-pyran-4-yl)oxy)pyridine [N+](=O)([O-])C=1C=CC(=NC1)OC1CCOCC1